[N+](=O)([O-])[Se]C1=C(C=CC=C1)C1C(=O)NC(C1)=O (2-nitroselenophenyl)succinimide